5-(5-chloro-2-((1R,6R)-6-(methylamino)cyclohex-3-en-1-yl)-7-((thiophen-2-ylmethyl)amino)thieno[3,2-b]pyridin-3-yl)pent-4-yn-1-ol ClC1=CC(=C2C(=N1)C(=C(S2)[C@@H]2CC=CC[C@H]2NC)C#CCCCO)NCC=2SC=CC2